CC1=NC(=NC(=C1)C)NC1(C[C@@H]2[C@@H](CN(C2)C(=O)OCC2=CC=CC=C2)C1)C benzyl (3aR,6aS)-5-((4,6-dimethylpyrimidin-2-yl)amino)-5-methylhexahydrocyclopenta[c]pyrrole-2(1H)-carboxylate